C(=C)C(C1=CC=CC=C1)C(C[Si](OCC)(OCC)OCC)C β-(vinylbenzyl)propyl-triethoxysilane